NC1=NN2C(N=C(C=C2)C=2C=C3CN(C(C3=C(C2)O[C@@H]2C(NCC2)=O)=O)[C@@H](C)C2CC2)=C1C(=O)NC1CC1 2-amino-N-cyclopropyl-5-{2-[(1S)-1-cyclopropylethyl]-1-oxo-7-[(3S)-oxopyrrolidin-3-yloxy]-2,3-dihydro-1H-isoindol-5-yl}pyrazolo[1,5-a]pyrimidine-3-carboxamide